ClC1=C(C=C(C=C1C1=NN(C=N1)C)NC(=O)N1[C@H]2CC[C@@H](C[C@@]1(C2)C=2OC(=NN2)C)C)F (1R,3S,6S)-N-(4-chloro-3-fluoro-5-(1-methyl-1H-1,2,4-triazol-3-yl)phenyl)-3-methyl-1-(5-methyl-1,3,4-oxadiazol-2-yl)-7-azabicyclo[4.1.1]octane-7-carboxamide